FC1=C(C(=C(C(=C1C=1C2=CC=C(N2)C(=C2C=CC(C(=C3C=CC(=C(C=4C=CC1N4)C4=C(C(=C(C(=C4F)F)F)F)F)N3)C3=C(C(=C(C(=C3F)F)F)F)F)=N2)C2=C(C(=C(C(=C2F)F)F)F)F)F)F)F)F 5,10,15,20-tetra(pentafluorophenyl)porphin